C(C)(=O)N1CCN(CC1)C=1C=C2CCN(CC2=CC1)CS(=O)(=O)N(C)CC1=CC=C(C=C1)C#N 6-(4-acetylpiperazin-1-yl)-N-(4-cyano-benzyl)-N-methyl-3,4-dihydroisoquinoline-2(1H)-methanesulfonamide